C1(CCCC1)C1=CC(=NN1)NC1=NC(=NC=C1)N1C2CC(C1)(C2)CNC(C(C)(F)F)=O N-[[2-[4-[(5-Cyclopentyl-1H-pyrazol-3-yl)amino]pyrimidin-2-yl]-2-azabicyclo[2.1.1]hexan-4-yl]methyl]-2,2-difluoro-propanamide